FC=1C(=C(C=CC1)[C@H]1[C@@H](O[C@]([C@H]1C)(C(F)(F)F)C)C(=O)O)OC (2R,3S,4S,5R)-3-(3-Fluoro-2-methoxyphenyl)-4,5-dimethyl-5-(trifluoromethyl)tetrahydrofuran-2-carboxylic acid